ClC1=NN(C=C1N(C(CCS(=O)CC1C(C1)(F)F)=O)CC)C=1C=NC=CC1 N-[3-chloro-1-(3-pyridyl)pyrazol-4-yl]-3-[(2,2-difluorocyclopropyl)methylsulfinyl]-N-ethyl-propanamide